(S)-N-(3-(3-(methylcarbamoyl)-1H-indazol-6-yl)phenyl)-3-phenylisoxazolidine-2-carboxamide CNC(=O)C1=NNC2=CC(=CC=C12)C=1C=C(C=CC1)NC(=O)N1OCC[C@H]1C1=CC=CC=C1